(R)-7-(4-(azetidin-1-yl)piperidin-1-yl)-4-methyl-N-(1-(2-methyl-3-(trifluoromethyl)phenyl)ethyl)phthalazin-1-amine hydrochloride salt Cl.N1(CCC1)C1CCN(CC1)C1=CC=C2C(=NN=C(C2=C1)N[C@H](C)C1=C(C(=CC=C1)C(F)(F)F)C)C